BrC1SC2=CC=CC=C2C=C1 2-bromothiochromene